Methyl N-((S)-3-acetoxy-2-(4-bromo-1-oxoisoindolin-2-yl)propanoyl)-O-acetyl-L-serinate C(C)(=O)OC[C@@H](C(=O)N[C@@H](COC(C)=O)C(=O)OC)N1C(C2=CC=CC(=C2C1)Br)=O